oxo-1-(2,2,2-trifluoroethyl)pyridine-3-carboxylic acid O=C1N(C=CC=C1C(=O)O)CC(F)(F)F